hexaazanaphthalenecarboxylic acid C1(=NN=NC2=NN=NC=C12)C(=O)O